(3-tolyl) palmitate C(CCCCCCCCCCCCCCC)(=O)OC=1C=C(C=CC1)C